(1,3-dioxan-5-yl)methanol O1COCC(C1)CO